OC1=C(C=C(C=C1)OC(C1=CC=C(C=C1)O[Si](C(C)C)(C(C)C)C(C)C)=O)C 4-triisopropylsilyloxybenzoic acid (4-hydroxy-3-methyl-phenyl) ester